NC1=NC=NN2C1=C(C=C2C=2C=C(C(=NC2)OC)C(=O)NC2CN(CC2F)CC2=CN=CN2CCOC)C(F)(F)F 5-[4-amino-5-(trifluoromethyl)pyrrolo[2,1-f][1,2,4]triazin-7-yl]-N-(4-fluoro-1-{[1-(2-methoxyethyl)-1H-imidazol-5-yl]methyl}pyrrolidin-3-yl)-2-methoxypyridine-3-carboxamide